2-(3-Butyl-7-chloro-3H-imidazo[4,5-c]pyridin-4-ylsulfanyl)-N,N-dimethylacetamide C(CCC)N1C=NC2=C1C(=NC=C2Cl)SCC(=O)N(C)C